FC1=C(C=CC=C1)C1=NC=CC(=C1)NC1=NC=NC2=CC(=C(C=C12)NC(C=C)=O)OCC N-(4-((2-(2-fluorophenyl)pyridin-4-yl)amino)-7-ethoxyquinazolin-6-yl)acrylamide